((3R,4R)-4-fluoro-1-(4,4,4-trifluorobutyl)pyrrolidin-3-yl)-1,6-dihydroimidazo[4,5-d]pyrrolo[2,3-b]pyridine F[C@H]1[C@@H](CN(C1)CCCC(F)(F)F)N1C=NC=2C1=C1C(=NC2)NC=C1